C(C)(C)(C)OC(=O)N(CCOCC(=O)OCC)C ethyl 2-(2-((tert-butoxycarbonyl)(methyl)amino) ethoxy)acetate